C=1([O-])C([O-])=CC=CC1.C=1(O)C(O)=CC=CC1 catechol (Catecholate)